(2S)-1-[N2-cyclohexyl-N6-(methylsulfonyl)-D-lysyl]-4-[(4s,5S)-4-methyl-5-phenyl-4,5-dihydro-1,3-oxazol-2-yl]-N-(thiophen-2-ylmethyl)piperazine-2-carboxamide C1(CCCCC1)N[C@H](CCCCNS(=O)(=O)C)C(=O)N1[C@@H](CN(CC1)C=1O[C@H]([C@@H](N1)C)C1=CC=CC=C1)C(=O)NCC=1SC=CC1